C(C)(C)OCCC(=O)N(C)C 3-isopropoxy-N,N-dimethylpropionamide